P(=O)(OCC)(OCC)OCC(=O)NC1=CC(=C(C=C1)/N=C/N(C)C)C#N diethyl (E)-(2-((3-cyano-4-(((dimethylamino) methylene) amino) phenyl) amino)-2-oxoethyl) phosphate